C1(CC1)C=1C=C(C=CC1F)C=1N=CC=2N(C1)C(=C(N2)C(F)(F)F)C=2C(=C1C=NNC1=CC2)F 6-(3-cyclopropyl-4-fluoro-phenyl)-3-(4-fluoro-1H-indazol-5-yl)-2-trifluoromethyl-imidazo[1,2-a]pyrazine